5-bromo-N-(1-(4-bromophenyl)cyclopropyl)pentanamide tert-butyl-4-(1-(N,N-dimethylsulfamoyl)-1H-imidazol-2-yl)piperazine-1-carboxylate C(C)(C)(C)OC(=O)N1CCN(CC1)C=1N(C=CN1)S(N(C)C)(=O)=O.BrCCCCC(=O)NC1(CC1)C1=CC=C(C=C1)Br